FC1=C(C(=O)O)C=C(C=C1)N1C[C@H](CC1)N[C@H](C)C1=CC=CC2=CC=CC=C12 2-fluoro-5-((S)-3-(((R)-1-(naphthalen-1-yl)ethyl)amino)pyrrolidin-1-yl)benzoic acid